C[C@@H]1N([C@@H](CC[C@H]1C)C1=CC=CC=C1)C(C(=O)NC=1C=NC=C(C1)C)=O |r| rac-2-[(2S,3R,6S)-2,3-dimethyl-6-phenyl-1-piperidyl]-N-(5-methyl-3-pyridyl)-2-oxo-acetamide